FC(C1=NN=C(S1)C1=NC=C2N1C=C(C=C2N2C[C@H](N(CC2)C(C(C)C)=O)C)S(=O)(=O)NC2(COC2)C)F (R)-3-(5-(difluoromethyl)-1,3,4-thiadiazol-2-yl)-8-(4-isobutyryl-3-methylpiperazin-1-yl)-N-(3-methyloxetan-3-yl)imidazo[1,5-a]pyridine-6-sulfonamide